C(C)(=O)C=1C=C(C=C2C(C=C(OC12)N1CCC(CC1)C#N)=O)C 1-(8-acetyl-6-methyl-4-oxo-chromen-2-yl)piperidine-4-carbonitrile